CC1=C(C=C(C=C1)C)C=1C(NC2(C1O)CCC(CC2)OC)=O trans-3-(2,5-dimethylphenyl)-4-hydroxy-8-methoxy-1-azaspiro[4.5]dec-3-en-2-one